C(C)(C)(C)OC(NC[C@H]1NCCC1)=O (S)-(2-pyrrolidinylmethyl)-carbamic acid tert-butyl ester